C1(NCC[C@]12CNCCC2)=O |r| racemic-2,7-diazaspiro[4.5]decan-1-one